C(C)(C)(C)OC(NC1CCC=2C1=CC(=C1C=C(N=NC21)C2CC2)S(NCC(C)(C)F)(=O)=O)=O N-[3-cyclopropyl-5-[(2-fluoro-2-methyl-propyl)sulfamoyl]-8,9-dihydro-7H-cyclopenta[H]Cinnolin-7-yl]Carbamic acid tert-butyl ester